β-hydroxydecanoic acid OC(CC(=O)O)CCCCCCC